1,2-bis(2-bromophenyl)ethane BrC1=C(C=CC=C1)CCC1=C(C=CC=C1)Br